OCCC[Si](OCC)(OCC)OCC γ-hydroxypropyltriethoxysilane